NC1=CC=C(C=C1)N1C(=CC=C1)C(=O)N (S)-1-(4-aminophenyl)pyrrole-2-carboxamide